6-(4-((4-Isobutylpiperazin-1-yl)methyl)phenyl)-1,4-dimethyl-2-(4-(methylsulfonyl)phenyl)-1H-pyrrolo[3,2-c]pyridin C(C(C)C)N1CCN(CC1)CC1=CC=C(C=C1)C1=CC2=C(C(=N1)C)C=C(N2C)C2=CC=C(C=C2)S(=O)(=O)C